CN(CCN(C)C(CCCC)O)C [2-(dimethylamino)ethyl-methyl-amino]pentan-1-ol